(S)-2-cyclopropyl-1-(4-(5-fluorobenzo[d]oxazol-2-yl)-6,7-dihydro-1H-imidazo[4,5-c]pyridin-5(4H)-yl)ethanone C1(CC1)CC(=O)N1[C@@H](C2=C(CC1)NC=N2)C=2OC1=C(N2)C=C(C=C1)F